2,3,4,6-tetrakis(3-(tert-butyl)-9H-carbazol-9-yl)-5-(pyridin-4-yl)benzonitrile C(C)(C)(C)C=1C=CC=2N(C3=CC=CC=C3C2C1)C1=C(C#N)C(=C(C(=C1N1C2=CC=CC=C2C=2C=C(C=CC12)C(C)(C)C)N1C2=CC=CC=C2C=2C=C(C=CC12)C(C)(C)C)C1=CC=NC=C1)N1C2=CC=CC=C2C=2C=C(C=CC12)C(C)(C)C